C(C1=CC=CC=C1)OC(=O)N1CCC(CC1)CN1[C@H](CN(CC1)C(=O)OC(C)(C)C)C tert-butyl (S)-4-((1-((benzyloxy)carbonyl)piperidin-4-yl)methyl)-3-methylpiperazine-1-carboxylate